nickel-germanium-tellurium [Te].[Ge].[Ni]